NC1=C(C=CC=C1)SSC1=C(C=CC=C1)N di(2-aminophenyl) disulfide